1,4-naphthalenedicarboxylic acid, diglycidyl ester C1(=CC=C(C2=CC=CC=C12)C(=O)OCC1CO1)C(=O)OCC1CO1